2-(4-(5-Chloro-2-(4-chloro-1H-1,2,3-triazol-1-yl)phenyl)-5-methoxy-2-oxopyridin-1(2H)-yl)-N-(4-(dimethylphosphoryl)phenyl)-4-methoxybutyramide ClC=1C=CC(=C(C1)C1=CC(N(C=C1OC)C(C(=O)NC1=CC=C(C=C1)P(=O)(C)C)CCOC)=O)N1N=NC(=C1)Cl